OC(CC1=CC=C(C=C1)OC)C1=C2N=CN(C2=NC=N1)[C@H]1[C@H](OC(C)=O)[C@H](OC(C)=O)[C@H](O1)COC(C)=O 6-(alpha-hydroxy-beta-(p-methoxyphenyl)ethyl)-9-(2',3',5'-tri-O-acetyl-beta-D-ribofuranosyl)purine